(S)-2-(2-methylpyridin-4-yl)-1H-pyrrolo[3,2-c]pyridin-6-ylcarbamic acid tetrahydrofuran-3-yl ester O1C[C@H](CC1)OC(NC1=CC2=C(C=N1)C=C(N2)C2=CC(=NC=C2)C)=O